ClC1=C(C=C2C=C(N=CC2=C1)NC(C(=C)C=1C=NN(C1)C)=O)C1CCN(CC1)[C@@]1(COC[C@@H]1O)C (R)-N-(7-chloro-6-(1-((3R,4R)-4-hydroxy-3-methyltetrahydrofuran-3-yl)piperidin-4-yl)isoquinolin-3-yl)-2-(1-methyl-1H-pyrazol-4-yl)propenamide